ClCC(=O)N1CCC(CC1)C#N 1-(2-chloroacetyl)piperidine-4-carbonitrile